(3R)-N-[4-(3-cyanophenyl)-5-(2,6-dimethyl-4-pyridyl)thiazol-2-yl]-3-(1-hydroxy-1-methylethyl)pyrrolidine-1-carboxamide C(#N)C=1C=C(C=CC1)C=1N=C(SC1C1=CC(=NC(=C1)C)C)NC(=O)N1C[C@@H](CC1)C(C)(C)O